ClC=1C(=C(C=CC1Cl)O)C1CC=2N(CC1)C=C(N2)CCO 3,4-Dichloro-2-(2-(2-hydroxyethyl)-5,6,7,8-tetrahydroimidazo[1,2-a]pyridin-7-yl)phenol